[Fe].[Ni].[Ti] Titanium-nickel-iron